C(C)(C)OCC(C)O propylene glycol monoisopropyl ether